3-(4-((7-cyano-1-methyl-2-((1-methyl-2-oxo-5-(trifluoromethyl)-1,2-dihydropyridin-3-yl)amino)-1H-imidazo[4,5-b]pyridin-6-yl)oxy)pyridin-2-yl)-1,1-dimethylurea C(#N)C1=C2C(=NC=C1OC1=CC(=NC=C1)NC(N(C)C)=O)N=C(N2C)NC=2C(N(C=C(C2)C(F)(F)F)C)=O